CC(C)NC(COC=1C=C(C=CC1)C1=NC2=CC=CC=C2C(=N1)NC=1C=C2C=NN(C2=CC1)C(=O)OC(C)(C)C)=O 1,1-dimethylethyl 5-[[2-[3-[2-[(1-methylethyl)amino]-2-oxoethoxy]phenyl]-4-quinazolinyl]-amino]-1H-indazole-1-carboxylate